2-[(3R)-3-({1-[2-(difluoromethoxy)-4-(trifluoromethyl)phenyl]pyrido[3,4-d]pyridazin-4-yl}amino)piperidin-1-yl]ethan-1-ol FC(OC1=C(C=CC(=C1)C(F)(F)F)C1=C2C(=C(N=N1)N[C@H]1CN(CCC1)CCO)C=NC=C2)F